C(C)OC=1C(C(CCC1)C(C(=O)OCC)=O)=O ethyl 2-(3-ethoxy-2-oxo-cyclohex-3-en-1-yl)-2-oxo-acetate